(S)-(4-(difluoromethyl)-2-morpholinooxazol-5-yl)(4-(4-fluorobenzo[d]thiazol-2-yl)-6,7-dihydro-1H-imidazo[4,5-c]pyridin-5(4H)-yl)methanone FC(C=1N=C(OC1C(=O)N1[C@@H](C2=C(CC1)NC=N2)C=2SC1=C(N2)C(=CC=C1)F)N1CCOCC1)F